The molecule is an organophosphate oxoanion obtained by deprotonation of the phosphate OH groups of D-erythrulose 1-phosphate; major species at pH 7.3. It is a conjugate base of a D-erythrulose 1-phosphate. It is an enantiomer of a L-erythrulose 1-phosphate(2-). C([C@H](C(=O)COP(=O)([O-])[O-])O)O